chlorotris(pyrrolidino)phosphonium hexafluorophosphate F[P-](F)(F)(F)(F)F.Cl[P+](N1CCCC1)(N1CCCC1)N1CCCC1